ClCC(=O)N[C@H](C(=O)OC)CO methyl (S)-2-(2-chloroacetamido)-3-hydroxypropionate